tert-Butyl 3-methoxy-3-((5-oxo-2,5-dihydrofuran-3-yl)ethynyl)azetidine-1-carboxylate COC1(CN(C1)C(=O)OC(C)(C)C)C#CC=1COC(C1)=O